FC1=C(C=CC=C1)C=1C[C@H]2[C@@H]([C@H]2C1)C#N |r| rac-(1R,5R,6S)-3-(2-fluorophenyl)bicyclo[3.1.0]Hex-3-ene-6-carbonitrile